C(C=C)OC1=C(C=C(C(=C1)Cl)Cl)[C@@H](C1CCN(CC1)C(CNC(OC(C)(C)C)=O)=O)N[S@@](=O)C(C)(C)C tert-butyl (2-(4-((R)-(2-(allyloxy)-4,5-dichlorophenyl)((S)-1,1-dimethylethylsulfinamido)methyl)piperidin-1-yl)-2-oxoethyl)carbamate